FC1=C(OC=2N=CC(=NC2)NC([C@@H](C)N2CC(N(CC2)C(=O)C2=CC=[N+](C=C2)[O-])(C)C)=O)C=CC(=C1)F (R)-4-(4-(1-((5-(2,4-difluorophenoxy)pyrazin-2-yl)amino)-1-oxopropan-2-yl)-2,2-dimethylpiperazine-1-carbonyl)pyridine 1-oxide